OC=1C=C2C(=NN(C2=C(C1)C(F)(F)F)C1CC(C1)(C)O)C#N 5-hydroxy-1-[(cis)-3-hydroxy-3-methylcyclobutyl]-7-(trifluoromethyl)-1H-indazole-3-carbonitrile